C(C)OC1=C(C(CC(C1)(C)C)=O)C=1C=C(C=CC1C)C1=CC=C(OCCOCCOCCOCC(=O)OC(C)(C)C)C=C1 tert-butyl 2-[2-[2-[2-[4-[3-(2-ethoxy-4,4-dimethyl-6-oxo-cyclohexen-1-yl)-4-methyl-phenyl]phenoxy]ethoxy]ethoxy]ethoxy]acetate